C(C1=CC=CC=C1)OC1=NC(=CC=C1C1=CC=C(C=C1)O)OCC1=CC=CC=C1 4-(2,6-dibenzyloxy-3-pyridinyl)phenol